rac-3-endo-cyclopropylbicyclo[2.2.1]heptan C1(CC1)C1CC2CCC1C2